C[C@@H](CC)NC(O[C@H]1C[C@H](CC1)C1=CC(=NN1)NC(CC=1C=NN(C1)C)=O)=O (1R,3S)-3-(3-{[(1-methyl-1H-pyrazol-4-yl)acetyl]-amino}-1H-pyrazol-5-yl)-cyclopentyl (2S)-butan-2-ylcarbamate